C1(=CC=CC=C1)N=C(C(=C)C1=CC=CC=C1)C1=CC=C(C=C1)C(F)(F)F N,2-diphenyl-1-(4-trifluoromethylphenyl)prop-2-en-1-imine